O=C1N(C(CC1)=O)C(C(=O)O)CCCCCC\C=C/CCCCCCCC.C(#N)N1C[C@H](CC1)C(=O)NC=1SC=2CN(CCC2N1)C(C1=CN=CC=C1)=O (S)-1-cyano-N-(5-nicotinoyl-4,5,6,7-tetrahydrothiazolo[5,4-c]pyridin-2-yl)pyrrolidine-3-carboxamide 2,5-Dioxopyrrolidin-1-yl-oleate